C(#N)CCN1CCN(CC1)C1=NC2=C(N1C(=O)NCCC(C)C)C=CC=C2 (4-(2-Cyanoethyl)piperazin-1-yl)-N-iso-pentyl-1H-benzo[d]imidazole-1-carboxamide